N(=C=O)C1(CC(CC(C1)(C)C)C)C 3-isocyanato-methyl-3,5,5-trimethyl-cyclohexan